6-fluoro-3,3-bis(6-((R)-2-hydroxybutoxy)benzo[d][1,3]dioxol-5-yl)indolin-2-one FC1=CC=C2C(C(NC2=C1)=O)(C1=CC2=C(OCO2)C=C1OC[C@@H](CC)O)C1=CC2=C(OCO2)C=C1OC[C@@H](CC)O